C(=O)C=1C(=C(C2=CC=CC=C2C1)C1=C(C=CC2=CC=CC=C12)OCOC)OCOC 3-formyl-2,2'-bis(methoxymethoxy)-1,1'-binaphthyl